methyl 3-methoxy-4-(1-propionylindolin-5-yl)benzoate COC=1C=C(C(=O)OC)C=CC1C=1C=C2CCN(C2=CC1)C(CC)=O